N-(4-cyanobenzyl)-1-methyl-7-oxo-6-((1-(N-(pyrazin-2-yl)sulfamoyl)cyclopropyl)methyl)-4,5,6,7-tetrahydro-1H-pyrazolo[3,4-c]pyridine-3-carboxamide C(#N)C1=CC=C(CNC(=O)C2=NN(C=3C(N(CCC32)CC3(CC3)S(NC3=NC=CN=C3)(=O)=O)=O)C)C=C1